ClC=1C=CC2=C(CCO2)C1CN (5-chloro-2,3-dihydrobenzofuran-4-yl)methylamine